(E)-N,N-dimethyl-4-((2-((5-((Z)-4,4,4-trifluoro-1-(3-fluoro-1H-indazol-5-yl)-2-(3-fluoropyridin-4-yl)but-1-en-1-yl)pyridin-2-yl)oxy)ethyl)amino)but-2-enamide CN(C(\C=C\CNCCOC1=NC=C(C=C1)\C(=C(\CC(F)(F)F)/C1=C(C=NC=C1)F)\C=1C=C2C(=NNC2=CC1)F)=O)C